3-[2-(4-chloro-3-fluorophenoxy)acetamido]-N-(5-cyanopyridin-2-yl)bicyclo[1.1.1]pentane-1-carboxamide ClC1=C(C=C(OCC(=O)NC23CC(C2)(C3)C(=O)NC3=NC=C(C=C3)C#N)C=C1)F